6-isopropyl-2-methyl-2,3-dihydro-1H-inden-1-one C(C)(C)C1=CC=C2CC(C(C2=C1)=O)C